6-([1,1'-biphenyl]-4-yl)-8-cyclopentyl-2-(4-(phenethylamino)piperidin-1-yl)pyrido[2,3-d]pyrimidin-7-one C1(=CC=C(C=C1)C1=CC2=C(N=C(N=C2)N2CCC(CC2)NCCC2=CC=CC=C2)N(C1=O)C1CCCC1)C1=CC=CC=C1